2-({[3-bromo-1-(2,6-difluorophenyl)-6-methyl-2-oxo-1,2-dihydropyridin-4-yl]oxy}methyl)-5-fluorobenzonitrile BrC=1C(N(C(=CC1OCC1=C(C#N)C=C(C=C1)F)C)C1=C(C=CC=C1F)F)=O